1-(2-chloro-5-(2,5-dimethyl-1H-pyrrol-1-yl)phenyl)-5-fluoro-1H-pyrazole ClC1=C(C=C(C=C1)N1C(=CC=C1C)C)N1N=CC=C1F